C(C)(C)NCC1=CC=C(O1)/C=C/C(=O)OC methyl (E)-3-(5-((isopropylamino)methyl) furan-2-yl)acrylate